5-(4-morpholinyl-6-(piperazin-1-yl)-1,3,5-triazin-2-yl)pyrimidine-2-amine N1(CCOCC1)C1=NC(=NC(=N1)N1CCNCC1)C=1C=NC(=NC1)N